ClC1=C(C#N)C=CC(=C1)N1C(N([C@]2(C1=O)CCN(CCC2)CC2CCOCC2)CC)=O (S)-2-chloro-4-(1-ethyl-2,4-dioxo-8-((tetrahydro-2H-pyran-4-yl)methyl)-1,3,8-triazaspiro[4.6]undec-3-yl)benzonitrile